Dimethyl 3-(3-aminopropoxy)-1,4-dimethyl-5,7-dihydrocyclopenta[c]pyridine-6,6-dicarboxylate NCCCOC1=C(C2=C(C(=N1)C)CC(C2)(C(=O)OC)C(=O)OC)C